FC1=C(C(=O)O)C=CC(=C1)C1=C(N=CS1)C 2-fluoro-4-(4-methyl-1,3-thiazol-5-yl)benzoic acid